(1R,4s)-7'-Oxo-N-((S)-7-oxo-1-(5-phenyl-1H-imidazol-2-yl)nonyl)-7'H-spiro[cyclohexan-1,5'-furo[3,4-b]pyridin]-4-carboxamid O=C1OC2(C=3C1=NC=CC3)CCC(CC2)C(=O)N[C@H](CCCCCC(CC)=O)C=2NC(=CN2)C2=CC=CC=C2